CC1=CC=C2C=CC=C(C2=C1)N1CC=2N=C(N=C(C2CC1)N1C[C@H]2CC[C@@H](C1)N2C(=O)OC(C)(C)C)OC[C@H]2N(CCC2)C (1R,5S)-tert-butyl 3-(7-(7-methylnaphthalen-1-yl)-2-(((S)-1-methylpyrrolidin-2-yl)methoxy)-5,6,7,8-tetrahydropyrido[3,4-d]pyrimidin-4-yl)-3,8-diazabicyclo[3.2.1]octane-8-carboxylate